C1(=CC=CC=C1)CCCC#COB(O)O 5-Phenylpent-1-ynoxyboronic acid